(S)-N-(chroman-4-yl)-2-(pyridin-3-yl)benzo[d]thiazole-5-carboxamide O1CC[C@@H](C2=CC=CC=C12)NC(=O)C=1C=CC2=C(N=C(S2)C=2C=NC=CC2)C1